5-((2,3-dimethylpyrido[3,4-b]pyrazin-8-yl)ethynyl)-N-(4-((4-methylpiperazin-1-yl)methyl)-3-(trifluoromethyl)phenyl)nicotinamide CC=1N=C2C(=NC1C)C=NC=C2C#CC=2C=NC=C(C(=O)NC1=CC(=C(C=C1)CN1CCN(CC1)C)C(F)(F)F)C2